3-{1-[2-amino-4-(trifluoromethoxy)benzoyl]piperidin-4-yl}-1H-pyrrolo[2,3-b]pyridine-5-carboxylic acid NC1=C(C(=O)N2CCC(CC2)C2=CNC3=NC=C(C=C32)C(=O)O)C=CC(=C1)OC(F)(F)F